CC(C=C)(CCC)C 3,3-Dimethyl-1-hexene